IMIDAZO[1,2-A]PYRIDIN-8-YLBORONIC ACID N=1C=CN2C1C(=CC=C2)B(O)O